(S)-N-(3,3-difluorocyclobutyl)piperidine-3-formamide hydrochloride Cl.FC1(CC(C1)NC(=O)[C@@H]1CNCCC1)F